CC1(OB(OC1(C)C)C=1C=C(C=CC1)S(=O)(=O)NC(OC(C)(C)C)=O)C tert-butyl ((3-(4,4,5,5-tetramethyl-1,3,2-dioxaborolan-2-yl)phenyl)sulfonyl)carbamate